2-methyl-3-(((trifluoromethyl)sulfonyl)oxy)-2,5-dihydro-1H-pyrrole-1-carboxylic acid tert-butyl ester C(C)(C)(C)OC(=O)N1C(C(=CC1)OS(=O)(=O)C(F)(F)F)C